C1(CCCC1)S(=O)(=O)C=1N=CC2=C(N1)CCN(C2=O)CCC(=O)O 3-(2-cyclopentanesulfonyl-5-oxo-7,8-dihydropyrido[4,3-d]pyrimidin-6(5H)-yl)propanoic acid